CC(=CCC/C(=C\C=C\C(=C\C=C/C(=C/C=C/C=C(\C)/C=C/C=C(/C)\C=C\C1C(O1)(C)CCC=C(C)C)/C)\C)/C)C 5,6-Epoxy-5,6-dihydrolycopene